C(C1=CC=CC=C1)C1N(CCN(CCN(CCN(C1)CC(=O)O)CC(=O)O)CC(=O)O)CC(=O)O benzyl-1,4,7,10-tetraazacyclododecane-1,4,7,10-tetraacetic acid